(R)-1-((1,4-dioxan-2-yl)methyl)-4-chloro-N-(3-methyl-5-(phenylethynyl)pyridin-2-yl)-1H-pyrazole-5-carboxamide O1[C@@H](COCC1)CN1N=CC(=C1C(=O)NC1=NC=C(C=C1C)C#CC1=CC=CC=C1)Cl